FC=1C=2CCCC2C(=C2CCCC12)NC(=O)N=[S@](=O)(N)C=1C=NN2C1OCC(C2)(C)C (R)-N'-((8-fluoro-1,2,3,5,6,7-hexahydro-s-indacen-4-yl)carbamoyl)-6,6-dimethyl-6,7-dihydro-5H-pyrazolo[5,1-b][1,3]oxazine-3-sulfonimidamide